fmoc-azidolysine C(=O)(OCC1C2=CC=CC=C2C2=CC=CC=C12)N[C@@H](CCCCN=[N+]=[N-])C(=O)O